C(C)(=O)C1=C(C2=C(N=C(N=C2)NC2=CC=C(C=N2)N2CCN(CC2)C(CCC=2C=CC=C3CN(C(C23)=O)C2C(NC(CC2)=O)=O)=O)N(C1=O)C1CCCC1)C 3-(7-(3-(4-(6-((6-acetyl-8-cyclopentyl-5-methyl-7-oxo-7,8-dihydropyrido[2,3-d]pyrimidin-2-yl)amino)pyridin-3-yl)piperazin-1-yl)-3-oxopropyl)-1-oxoisoindolin-2-yl)piperidine-2,6-dione